BrCC1=CC(=C(C=C1)C#C)Cl 4-(bromomethyl)-2-chloro-1-ethynylbenzene